FC1=C(C=CC(=C1)N1N=C(C=C1)CO)NC1=NC=C2C=CC(=NC2=C1)NC1C(CN(CC1)C(=O)OC(C)(C)C)C(=O)OC 1-tert-butyl 3-methyl 4-[[7-([2-fluoro-4-[3-(hydroxymethyl)pyrazol-1-yl]phenyl]amino)-1,6-naphthyridin-2-yl]amino]piperidine-1,3-dicarboxylate